acetamido-benzenesulfonamide C(C)(=O)NC1=C(C=CC=C1)S(=O)(=O)N